ClC1=C(C=C(C=C1)C1=NNC(C(C1)(C)C)=O)OC 3-(4-chloro-3-methoxy-phenyl)-5,5-dimethyl-1,4-dihydropyridazin-6-one